(3aS,4R,6aR)-1-((S)-2-aminopropionyl)-4-(4-dihydroxyboryl-butyl)octahydropyrrolo[3,4-b]pyrrole-4-carboxylic acid dihydrochloride Cl.Cl.N[C@H](C(=O)N1[C@@H]2[C@H](CC1)[C@@](NC2)(C(=O)O)CCCCB(O)O)C